2-(carboxylmethoxy)-5-chlorobenzoic acid C(=O)(O)COC1=C(C(=O)O)C=C(C=C1)Cl